OC1(CCC(CC1)N(CCCCCCCC(=O)N(CCCCCCCCCC)CCCCCCCCCC)CCCCCCCC(=O)N(CCCCCCCCCC)CCCCCCCCCC)C 8,8'-(((1R,4R)-4-hydroxy-4-methyl-cyclohexyl)azane-diyl)bis(N,N-didecyloctanamide)